C(C)N(CC)CC1=CC=C(C=C1)C=1C=CC=2N(N1)C(=CC2Cl)C(=O)N 2-(4-diethylaminomethylphenyl)-5-chloro-pyrrolo[1,2-b]pyridazine-7-formamide